silicon zinc-aluminum [Al].[Zn].[Si]